ClC=1C=C(C=C2C(=C(C=NC12)C#N)N[C@H](CC)C1=CC=CC=C1)N[C@@]([2H])(C=1C=NC(=CC1)F)C=1N=NN(C1)C1CC1 8-chloro-6-(((S)-(1-cyclopropyl-1H-1,2,3-triazol-4-yl)(6-fluoropyridin-3-yl)methyl-d)amino)-4-(((R)-1-phenylpropyl)amino)quinoline-3-carbonitrile